bis(isocyanatoethyl)benzene N(=C=O)CCC1=C(C=CC=C1)CCN=C=O